N1CCOCC1.[K] potassium morpholine salt